1-benzyloxymethyl-pseudouridine triphosphate P(O)(=O)(OP(=O)(O)OP(=O)(O)O)OC[C@@H]1[C@H]([C@H]([C@@H](O1)C1=CN(C(=O)NC1=O)COCC1=CC=CC=C1)O)O